C(C)(C)(C)OOC(C(=O)O)(CCCC)CC.NC1CCN(CC1)C(C)=O 1-(4-Aminopiperidin-1-yl)ethan-1-one tertiary butylperoxy-2-ethylhexanoate